FC1=CC=C(C=C1)C(N1[C@H](CN[C@H](C1)C(C)C)C)C1=CC=C(C=C1)F (2S,5S)-1-(bis(4-fluorophenyl)methyl)-5-isopropyl-2-methylpiperazine